C(C)(C)(C)OC(=O)NC1=C(N(S(=O)(=O)C2=C(C=C(C=C2)N2C=NC(=C2)C)C)CC(=O)OCC)C(=CC=C1)C ethyl 2-[2-(tert-butoxycarbonylamino)-6-methyl-N-[2-methyl-4-(4-methylimidazol-1-yl)phenyl]sulfonyl-anilino]acetate